3-(2-(2-(2-(2-fluoro-4-(4,4,5,5-tetramethyl-1,3,2-dioxaborolan-2-yl)phenoxy)ethoxy)ethoxy)ethoxy)propanoic acid FC1=C(OCCOCCOCCOCCC(=O)O)C=CC(=C1)B1OC(C(O1)(C)C)(C)C